tert-butyl (2S)-2-[(2S)-2-(4-chloropyridin-2-yl)-2-{[5-(6-ethoxypyrazin-2-yl)-1,3-thiazol-2-yl]formamido}ethyl]piperidine-1-carboxylate ClC1=CC(=NC=C1)[C@H](C[C@H]1N(CCCC1)C(=O)OC(C)(C)C)NC(=O)C=1SC(=CN1)C1=NC(=CN=C1)OCC